Benzyl ((S)-1-(((S)-3-cyclopropyl-1-oxo-1-(((S)-1-oxo-3-((S)-2-oxopyrrolidin-3-yl)propan-2-yl)amino)propan-2-yl)amino)-3-methyl-1-oxobutan-2-yl)carbamate C1(CC1)C[C@@H](C(N[C@H](C=O)C[C@H]1C(NCC1)=O)=O)NC([C@H](C(C)C)NC(OCC1=CC=CC=C1)=O)=O